B([O-])([O-])[O-].[SH3+].[SH3+].[SH3+] sulfonium-borate salt